2-(2,4-dichlorobenzyl)-4-(1,1,3,3-tetramethylbutyl)phenol ClC1=C(CC2=C(C=CC(=C2)C(CC(C)(C)C)(C)C)O)C=CC(=C1)Cl